N-[1-(4-{5-[chloro(difluoro)methyl]-1,2,4-oxadiazol-3-yl}benzyl)-1H-pyrazol-4-yl]-2-methoxyacetamide ClC(C1=NC(=NO1)C1=CC=C(CN2N=CC(=C2)NC(COC)=O)C=C1)(F)F